(2R,3S)-2-((E)-3-(6-bromo-7-methyl-3H-imidazo[4,5-b]pyridin-3-yl)prop-1-enyl)piperidin-3-ol BrC=1C(=C2C(=NC1)N(C=N2)C/C=C/[C@H]2NCCC[C@@H]2O)C